2-(4-(2-(dimethylamino)ethyl)piperazin-1-yl)-6-(3,5-dimethylisoxazol-4-yl)-N-((5-methylpyridin-3-yl)methyl)quinazolin CN(CCN1CCN(CC1)C1N(C2=CC=C(C=C2C=N1)C=1C(=NOC1C)C)CC=1C=NC=C(C1)C)C